tert-butyl (E)-(3-((2-tosylhydrazono)methyl)spiro[3.3]heptan-1-yl)carbamate S(=O)(=O)(C1=CC=C(C)C=C1)N\N=C\C1CC(C12CCC2)NC(OC(C)(C)C)=O